4-methylpiperazine-1-carboxylic acid [(2s,3s,4E,6r,7s,10r)-10-hydroxy-3,7-dimethyl-12-oxo-2-[(E)-1-(3-pyrrolidin-1-ylsulfonylphenyl) prop-1-en-2-yl]-1-oxododec-4-en-6-yl] ester O[C@H](CC[C@@H]([C@H](/C=C/[C@@H]([C@H](C=O)/C(=C/C1=CC(=CC=C1)S(=O)(=O)N1CCCC1)/C)C)OC(=O)N1CCN(CC1)C)C)CC=O